2-(6-oxa-9-azaspiro[4.5]decan-9-yl)-N-((2-(trifluoromethyl)pyridin-3-yl)methyl)pyrido[2,3-d]pyrimidin-4-amine C1CCCC12OCCN(C2)C=2N=C(C1=C(N2)N=CC=C1)NCC=1C(=NC=CC1)C(F)(F)F